trans-3-methyl-N-(4-methyl-3-(1-methyl-1H-1,2,4-triazol-3-yl)phenyl)-6-azabicyclo[3.1.1]heptane-6-carboxamide CC1CC2N(C(C1)C2)C(=O)NC2=CC(=C(C=C2)C)C2=NN(C=N2)C